FC1=CC=C(C=C1)N1N=CC2=CC(=C(C=C12)C)C1N(CCN(C1)S(=O)(=O)C1=NN(N=C1)C)C(C(C)C)=O 1-(2-(1-(4-fluorophenyl)-6-methyl-1H-indazol-5-yl)-4-((2-methyl-2H-1,2,3-triazol-4-yl)sulfonyl)piperazin-1-yl)-2-methylpropan-1-one